C(#N)[C@H](C[C@H]1C(NCCC1)=O)NC(=O)[C@@H]1N([C@@H]2CC([C@H]1CC2)(F)F)C([C@@H](CC(C)C)NC(C(F)(F)F)=O)=O (1S,3R,4S)-N-[(1S)-1-cyano-2-[(3S)-2-oxo-3-piperidyl]ethyl]-5,5-difluoro-2-[(2R)-4-methyl-2-[(2,2,2-trifluoroacetyl)amino]pentanoyl]-2-azabicyclo[2.2.2]octane-3-carboxamide